1-(2,2-difluoroethyl)-5-(2-furyl)-3-(trifluoromethyl)pyrazole FC(CN1N=C(C=C1C=1OC=CC1)C(F)(F)F)F